C[C@@]1(C[C@H](CC1)C1=CC(=NN1)NC1=NC(=CN=C1)OC1CCN(CC1)C)O (1R,3S)-1-methyl-3-(3-((6-((1-methylpiperidin-4-yl)oxy)pyrazin-2-yl)amino)-1H-pyrazol-5-yl)cyclopentan-1-ol